COC1=NC(=NC=C1C(=O)OCC)SC ethyl 4-methoxy-2-(methylsulfanyl)pyrimidine-5-carboxylate